ClC1=NC=2C=CC=CC2C2=C1NC(N2CC2=CC(=CC=C2)CN2CCCCC2)=O 4-chloro-1-(3-(piperidin-1-ylmethyl)benzyl)-1H-imidazo[4,5-c]Quinolin-2(3H)-one